FC1(CC(C1)C1=C(C=NC2=C(C(=CC=C12)F)C1=C(C(=CC(=C1)F)F)F)C(=O)NN1C2=C(OCC1)C=CC=C2)F 4-(3,3-difluorocyclobutyl)-N-(2,3-dihydro-4H-benzo[b][1,4]oxazin-4-yl)-7-fluoro-8-(2,3,5-trifluorophenyl)quinoline-3-carboxamide